tert-butyl-N-tert-butoxycarbonyl-N-[2-[2-[2-[2-[2-[2-[2-(methylamino)ethoxy]ethoxy]ethoxy]ethoxy]ethoxy]ethoxy]ethyl]carbamate C(C)(C)(C)OC(N(CCOCCOCCOCCOCCOCCOCCNC)C(=O)OC(C)(C)C)=O